OC(C)(C)P(O)(O)=O P-(1-hydroxy-1-methylethyl)-Phosphonic acid